2-(4-(3-bromo-4-methoxyphenyl)bicyclo[2.2.2]oct-1-yl)propan-2-ol BrC=1C=C(C=CC1OC)C12CCC(CC1)(CC2)C(C)(C)O